C12CNCC(C(C1)N)O2 8-oxa-3-azabicyclo[3.2.1]octane-6-amine